N-(2-pyridinylmethyl)-N'-(1H-benzimidazol-2-ylmethyl)-N'-(5,6,7,8-tetrahydro-8-quinolinyl)-1,4-benzenedimethanamine N1=C(C=CC=C1)CNCC1=CC=C(C=C1)CN(C1CCCC=2C=CC=NC12)CC1=NC2=C(N1)C=CC=C2